6-(4-(aminomethyl)-4-methylpiperidin-1-yl)-3-((2,3-dichlorophenyl)amino)-1,5-dihydro-4H-pyrazolo[3,4-d]pyrimidin-4-one NCC1(CCN(CC1)C=1NC(C2=C(N1)NN=C2NC2=C(C(=CC=C2)Cl)Cl)=O)C